((R,5S,6r)-6-(Cyclopropanecarbonyl)-3-azabicyclo[3.1.0]hexan-3-yl)(5-isopropyl-1H-pyrazol-3-yl)methanone C1(CC1)C(=O)C1[C@H]2CN(C[C@@H]12)C(=O)C1=NNC(=C1)C(C)C